C(#N)C1=CC(=C(C=C1)C1C(=C(NC2=C(C=NC(=C12)OCC)C)C)C(=O)NN)OC 4-(4-cyano-2-methoxyphenyl)-5-ethoxy-2,8-dimethyl-1,4-dihydro-1,6-naphthyridine-3-carbohydrazide